CC1=NOC(=C1C1=CC2=C(N(C(=N2)[C@H]2NC(CCC2)=O)C2CCC(CC2)NC(OC(C)(C)C)=O)C=C1)C tert-butyl ((1S,4r)-4-(5-(3,5-dimethylisoxazol-4-yl)-2-((S)-6-oxopiperidin-2-yl)-1H-benzo[d]imidazol-1-yl)cyclohexyl)carbamate